BrC1=C2C=NN(C2=CC(=C1C(C)C)Cl)C1OCCCC1 4-bromo-6-chloro-5-isopropyl-1-(tetrahydro-2H-pyran-2-yl)-1H-indazole